N-[5-[[2-(7-azabicyclo[2.2.1]heptan-7-yl)acetyl]amino]-2-methyl-3-pyridyl]-6-(1-methylpyrazol-4-yl)-1,2-benzoxazole-3-carboxamide C12CCC(CC1)N2CC(=O)NC=2C=C(C(=NC2)C)NC(=O)C2=NOC1=C2C=CC(=C1)C=1C=NN(C1)C